C(CCC)C1=CC2=CC=CC=C2C=C1 2-butylnaphthalene